(S)-6-Isopropyl-N-((S)-1-(5-(7-methoxy-2-methylchinolin-6-yl)-1H-imidazol-2-yl)-7-oxononyl)-6-azaspiro[2.5]octan-1-carboxamid C(C)(C)N1CCC2(C[C@@H]2C(=O)N[C@@H](CCCCCC(CC)=O)C=2NC(=CN2)C=2C=C3C=CC(=NC3=CC2OC)C)CC1